C(C1=CC=CC=C1)OC(=O)N1C[C@H]([C@H](C1)CC)NC1=C2C(=NC=C1C#N)N(C=C2)S(=O)(=O)C2=CC=CC=C2 (cis)-3-((5-cyano-1-(benzenesulfonyl)-1H-pyrrolo[2,3-b]pyridin-4-yl)amino)-4-ethylpyrrolidine-1-carboxylic acid benzyl ester